N-(2-aminoethyl)-3-aminopropyl-methyltrimethoxysilane NCCNCCCCO[Si](OC)(OC)C